(S)-2-(2,3,9-trimethyl-4-(3'-(pyrazolo[1,5-a]pyrimidine-3-carboxamido)-[1,1'-biphenyl]-4-yl)-6H-thieno[3,2-f][1,2,4]triazolo[4,3-a][1,4]diazepin-6-yl)acetic acid CC1=C(C=2C(=N[C@H](C=3N(C2S1)C(=NN3)C)CC(=O)O)C3=CC=C(C=C3)C3=CC(=CC=C3)NC(=O)C=3C=NN1C3N=CC=C1)C